ClC1=C(C(=CC2=CC=CC=C12)OB(O)O)SC (4-chloro-3-(methylthio)naphthalen-2-yl)boric acid